3-(1-(2,6-difluoro-4-nitrophenyl)piperidin-4-yl)thietane 1,1-dioxide FC1=C(C(=CC(=C1)[N+](=O)[O-])F)N1CCC(CC1)C1CS(C1)(=O)=O